ClC=1N=C(C2=C(N1)N(C=C2)[C@@H]2C[C@@H]([C@H]1OC(O[C@H]12)(C)C)C=1C=NN(C1)CCC1=CC=CC=C1)Cl 2,4-dichloro-7-((3aS,4R,6R,6aR)-2,2-dimethyl-6-(1-phenethyl-1H-pyrazol-4-yl)tetrahydro-4H-cyclopenta[d][1,3]dioxol-4-yl)-7H-pyrrolo[2,3-d]pyrimidine